N-Boc-N,N-bis(2-bromoethyl)amine CC(C)(C)OC(=O)N(CCBr)CCBr